C1(CC1)C1=C(C=CC(=C1)F)C1NCCC1 2-(2-cyclopropyl-4-fluorophenyl)pyrrolidine